ClCCCC1S(NC2=C(O1)C=CC=C2F)(=O)=O 3-(3-Chloropropyl)-8-fluoro-1H-4,2,1-benzoxathiazin-2,2-dioxid